C(N)(=S)NC1=CC=C(C=C1)CC(=O)OC methyl 2-[4-(carbamothioylamino)phenyl]acetate